OC1=C(C(N(C(=C1)C)C)=O)NC(N[C@@H](CC(=O)O)C=1C=C(C=CC1)C1=C(C=CC=C1)C)=O (S)-3-(3-(4-hydroxy-1,6-dimethyl-2-oxo-1,2-dihydropyridin-3-yl)ureido)-3-(2'-methylbiphenyl-3-yl)propanoic acid